FC1=CC=C(C=C1)C1=NC=CC(=C1)C(C)(C)NC(OCC1=CC=CC=C1)=O benzyl (2-(2-(4-fluorophenyl)pyridin-4-yl)propan-2-yl)carbamate